C(CCCCCC)OC(CCCN(CCCC(=O)O)S(=O)(=O)C1=CC=C(C=C1)[N+](=O)[O-])=O 4-[[4-(1-heptyloxyl)-4-oxo-butyl]-(4-nitrophenyl)sulfonyl-amino]butanoic acid